1-(Benzyl(2-hydroxyethyl)amino)-3-butoxypropan-2-ol C(C1=CC=CC=C1)N(CC(COCCCC)O)CCO